N-(5-(2-hydroxypropan-2-yl)-4'-((3-methoxy-5-(methylsulfonyl)phenyl)amino)-[2,3'-bipyridin]-6'-yl)acetamide OC(C)(C)C=1C=CC(=NC1)C=1C=NC(=CC1NC1=CC(=CC(=C1)S(=O)(=O)C)OC)NC(C)=O